((1-(4-methoxyphenyl)vinyl)oxy)trimethylsilane COC1=CC=C(C=C1)C(=C)O[Si](C)(C)C